FC(C1=C2C=C(NC2=CC(=C1)F)C(=O)NC)F 4-(difluoromethyl)-6-fluoro-N-methyl-1H-indole-2-carboxamide